C(CCCCCC)C=1C=C(C=2C3C(C(OC2C1)(C)C)CC(=C3)C)O 7-heptyl-2,4,4-trimethyl-3,3a,4,9b-tetrahydrocyclopenta[c]chromen-9-ol